ClC=1C=C(C=CC1)NCCCCCOCCNC1=NC2=C(C3=CN=CC=C13)C=CC(=C2)C(=O)N 5-((2-((5-((3-Chlorophenyl)amino)pentyl)oxy)ethyl)amino)benzo[c][2,6]naphthyridine-8-carboxamide